ClC1=CC=CC=2C(=COC21)C[C@H](N([Si](C)(C)C)[Si](C)(C)C)B2O[C@]1([C@@H]3C([C@H](C[C@H]1O2)C3)(C)C)C (1S,2S,6R,8S)-4-[(R)-2-(7-Chloro-benzofuran-3-yl)-1-(1,1,1,3,3,3-hexamethyl-disilazan-2-yl)-ethyl]-2,9,9-trimethyl-3,5-dioxa-4-bora-tricyclo[6.1.1.02,6]decane